N-(2-fluoro-5-(2-(4-(methoxymethyl)piperidin-1-yl)acetamido)phenyl)-6-(1-methyl-1H-pyrazol-4-yl)pyrazolo[1,5-a]pyrazine-3-carboxamide FC1=C(C=C(C=C1)NC(CN1CCC(CC1)COC)=O)NC(=O)C=1C=NN2C1C=NC(=C2)C=2C=NN(C2)C